(2S)-2,6-Difluorotetrahydro-1H-pyrrolizine F[C@H]1CC2=CC(CN2C1)F